[C-](S(=O)(=O)C(F)(F)F)(S(=O)(=O)C(F)(F)F)S(=O)(=O)C(F)(F)F.CN1C(N(C=C1)CCC)C 1,2-dimethyl-3-propylimidazole tris(trifluoromethanesulfonyl)methide